2-(3-amino-2-oxo-5-phenyl-2,3-dihydro-1H-benzo[e][1,4]diazepin-1-yl)acetic acid NC1N=C(C2=C(N(C1=O)CC(=O)O)C=CC=C2)C2=CC=CC=C2